3-(((R)-7-((2S,5R)-5-(2,5-difluorophenyl)-2-methylmorpholine-4-carbonyl)-7-azaspiro[4.5]dec-10-yl)methyl)-6-phenylpyrimidin-4(3H)-one FC1=C(C=C(C=C1)F)[C@@H]1CO[C@H](CN1C(=O)N1CC2(CCCC2)[C@@H](CC1)CN1C=NC(=CC1=O)C1=CC=CC=C1)C